6-(4-(4-((5,5-Difluoro-2,7-diazaspiro[3.5]nonan-2-yl)methyl)piperidin-1-yl)indolin-1-yl)-N-((1R,2R)-2-methoxycyclobutyl)-8-(methylamino)imidazo[1,2-b]pyridazine-3-carboxamide FC1(C2(CN(C2)CC2CCN(CC2)C2=C3CCN(C3=CC=C2)C=2C=C(C=3N(N2)C(=CN3)C(=O)N[C@H]3[C@@H](CC3)OC)NC)CCNC1)F